ethyl 2-[6-[3-(3-bromo-2-methyl-phenoxy)propyl]-2-azaspiro[3.3]heptan-2-yl]acetate BrC=1C(=C(OCCCC2CC3(CN(C3)CC(=O)OCC)C2)C=CC1)C